2-(2-(Dimethylamino)naphthalen-1-yl)-4-ethylphenyl trifluoromethanesulfonate FC(S(=O)(=O)OC1=C(C=C(C=C1)CC)C1=C(C=CC2=CC=CC=C12)N(C)C)(F)F